[C@H](C)(CC)[C@@H]1N=C(C2=C(N(C1=O)CCO)C=CC(=C2)Cl)C2=CC=CC=C2 (S)-3-((S)-sec-butyl)-7-chloro-1-(2-hydroxyethyl)-5-phenyl-1,3-dihydro-2H-benzo[e][1,4]diazepin-2-one